O1COC2=C1C=CC(=C2)CC(C)NC(OCC)=O ethyl (1-(benzo[d][1,3]dioxol-5-yl) propan-2-yl)carbamate